N'-phenylsulfuric diamide C1(=CC=CC=C1)NS(N)(=O)=O